C1(=CC=CC=C1)C=1NC(SC1)N/N=C/C=1N=C(C=2NC3=CC=CC=C3C2C1)C1=C(C=CC=C1)Cl 4-phenyl-2-(((E)-(1-(2-chlorophenyl)-β-carbolin-3-yl)methylene)hydrazino)-2,3-dihydrothiazole